CC(C(=O)N[C@@H]1CN(CC1)C(=O)OC(C)(C)C)C tert-butyl (3S)-3-(2-methylpropanamido)-pyrrolidine-1-carboxylate